COC(=O)C1CCN(CC1)CC1=C(C=CC(=C1)OC)C=O 1-(2-formyl-5-methoxybenzyl)piperidine-4-carboxylic acid methyl ester